6-methyl-3-nitropyridine-2,4-diol CC1=CC(=C(C(=N1)O)[N+](=O)[O-])O